benzenesulfonimidamide C1(=CC=CC=C1)S(=O)(N)=N